6-(5-amino-2-methylphenyl)-N-methylpyrido[2,3-d]pyrimidin-2-amine NC=1C=CC(=C(C1)C1=CC2=C(N=C(N=C2)NC)N=C1)C